C(C)N(C1=CC=C(C=C1)/C=C/C(=O)C1=C(C=CC=C1)O)CC (E)-3-(4-(diethylamino)phenyl)-1-(2-hydroxyphenyl)prop-2-ene-1-one